ClC1=CC(=NC=2NC(N(CC21)C)=O)C=C 5-Chloro-3-methyl-7-vinyl-3,4-dihydropyrido[2,3-d]pyrimidin-2(1H)-one